(Z)-N-(2-(diethylamino)ethyl)-6-(5,6-difluoro-2-oxoindolin-3-ylidene)-2-methyl-1,4,5,6-tetrahydrocyclopenta[b]pyrrole-3-carboxamide C(C)N(CCNC(=O)C=1C2=C(NC1C)\C(\CC2)=C\2/C(NC1=CC(=C(C=C21)F)F)=O)CC